1-(tert-butyl) 2-methyl (2S,4S)-2-allyl-4-fluoro-pyrrolidine-1,2-dicarboxylate C(C=C)[C@@]1(N(C[C@H](C1)F)C(=O)OC(C)(C)C)C(=O)OC